FC=1C=C(C=C(C1OC1=CC=NC2=CC(=C(C=C12)OC)OCCCN1CCOCC1)F)NC(=O)C=1C=NC=CC1OC N-(3,5-difluoro-4-((6-methoxy-7-(3-morpholinopropoxy)quinolin-4-yl)oxy)phenyl)-4-methoxypyridine-3-carboxamide